C1(C(CCCC1)O)O syn-cyclohexane-1,2-diol